C1(CCCC=C1)O tetrahydro-phenol